2-(2-chloro-4-fluorobenzamido)butanoic acid ClC1=C(C(=O)NC(C(=O)O)CC)C=CC(=C1)F